5-bromo-2-(4-methoxybenzyl)-6-(2,2,2-trifluoroethoxy)pyridazin-3(2H)-one BrC1=CC(N(N=C1OCC(F)(F)F)CC1=CC=C(C=C1)OC)=O